C(C)(C)(C)OC(=O)N1C[C@H](O[C@H](C1)C)CO cis-2-(hydroxymethyl)-6-methyl-morpholine-4-carboxylic acid tert-butyl ester